C(CCCCCCCCCCCCCCC)(=O)O trans-hexadecanoic acid